C(=O)O.N1CC(C1)N1CCCC2=CC(=CC(=C12)C1=C2C(=NC=C1)C=C(S2)CN2C(N(C=CC2=O)CC(F)(F)F)=O)Cl 3-[[7-[1-(azetidin-3-yl)-6-chloro-3,4-dihydro-2H-quinolin-8-yl]thieno[3,2-b]pyridin-2-yl]methyl]-1-(2,2,2-trifluoroethyl)pyrimidine-2,4-dione, formic acid salt